3-{[1-(tert-Butoxycarbonyl)-3-fluoropiperidin-3-yl]methoxy}-5-(5-methyl-1,3-thiazol-2-yl)benzoic acid C(C)(C)(C)OC(=O)N1CC(CCC1)(F)COC=1C=C(C(=O)O)C=C(C1)C=1SC(=CN1)C